N-((2S,3R)-4,4-difluoro-2-((2-fluoro-[1,1'-biphenyl]-3-yl)methyl)pyrrolidin-3-yl)methanesulfonamide FC1([C@@H]([C@@H](NC1)CC=1C(=C(C=CC1)C1=CC=CC=C1)F)NS(=O)(=O)C)F